Ethyl 2-[N-(2-{[(tert-butoxy)carbonyl]amino}ethyl)naphthalene-1-sulfonamido]propanoate C(C)(C)(C)OC(=O)NCCN(S(=O)(=O)C1=CC=CC2=CC=CC=C12)C(C(=O)OCC)C